5-[(4-{[(2R)-2-(fluoromethyl)piperazin-1-yl]methyl}-2-methoxyphenyl)methyl]-N4-pentyl-5H-pyrrolo[3,2-d]pyrimidine-2,4-diamine FC[C@@H]1N(CCNC1)CC1=CC(=C(C=C1)CN1C=CC=2N=C(N=C(C21)NCCCCC)N)OC